6-amino-3-methyl-7-nitro-2,3-dihydro-4H-pyrido[3,2-b][1,4]oxazin NC=1C(=CC=2OCC(NC2N1)C)[N+](=O)[O-]